(2-chloro-4-((3-methyl-1H-pyrazol-1-yl)methyl)phenyl)methanol ClC1=C(C=CC(=C1)CN1N=C(C=C1)C)CO